1-amino-7-(2-(difluoromethyl)pyrimidin-5-yl)-2-(3-hydroxy-2,6-dimethylphenyl)-4-methyl-2,8-dihydro-9H-2,3,5,8-tetraazabenzo[cd]azulene-9-one NC=1N(C2=C3C(C=C(NC(C13)=O)C=1C=NC(=NC1)C(F)F)=NC(=N2)C)C2=C(C(=CC=C2C)O)C